6-carboxy-3-(methyl-d3)-2-(4-fluorophenyl)pyridine 1-oxide C(=O)(O)C1=CC=C(C(=[N+]1[O-])C1=CC=C(C=C1)F)C([2H])([2H])[2H]